CC=1C=C2C(N(C=NC2=CC1)C1=CC=CC=C1)=O 6-methyl-3-phenylquinazolin-4(3H)-one